(E)-4-((4-chlorophenyl)diazenyl)phenyl sulfurofluoridate S(OC1=CC=C(C=C1)\N=N\C1=CC=C(C=C1)Cl)(=O)(=O)F